(2R,3S,5R)-5-(6-amino-2-fluoro-9H-purin-9-yl)-2-((((bicyclo[2.2.2]octan-1-yloxy)carbonyl)oxy)methyl)-2-ethynyltetrahydrofuran-3-yl bicyclo[2.2.2]octan-1-yl carbonate C(O[C@@H]1[C@@](O[C@H](C1)N1C2=NC(=NC(=C2N=C1)N)F)(C#C)COC(=O)OC12CCC(CC1)CC2)(OC21CCC(CC2)CC1)=O